ClC=1C=C(C(=C(C1)O)C=1N=NC(=CC1)N[C@@H]1CN(CCC1)C)C(F)(F)F (S)-5-chloro-2-(6-((1-methylpiperidin-3-yl)amino)pyridazin-3-yl)-3-(trifluoromethyl)phenol